F[P-](F)(F)(F)(F)F.[Ir+] Iridium (1+) hexafluorophosphate